CC(CCCCCCCCCCC=O)C 12-Methyltridecaldehyde